6-deoxy-4-amino-4-deoxy-α-L-talose N[C@H]1[C@H]([C@H]([C@H](O)O[C@H]1C)O)O